(4R)-4-[(1R)-1-[6-(3,4-dimethoxyphenyl)-2-methyl-pyrazolo[4,3-c]pyridin-4-yl]oxyethyl]pyrrolidin-2-one tert-butyl-3-methylsulfonyloxyazetidine-1-carboxylate C(C)(C)(C)OC(=O)N1CC(C1)OS(=O)(=O)C.COC=1C=C(C=CC1OC)C1=CC=2C(C(=N1)O[C@H](C)[C@@H]1CC(NC1)=O)=CN(N2)C